CC(C)C1=NNC(=C1)C(=O)N1C(C2(CC1)CCNCC2)=O 3-(propan-2-yl)-1H-pyrazole-5-carbonyl-2,8-diazaspiro[4.5]decan-1-one